FC(C(=O)O)(F)F.N1C(=CC=2C=NC=CC21)CNC(CN2C(C(=NC=C2C2=C(C=CC=C2)F)NCCC2=CC=CC=C2)=O)=O N-((1H-pyrrolo[3,2-c]pyridin-2-yl)methyl)-2-(6-(2-fluorophenyl)-2-oxo-3-(phenethylamino)pyrazin-1(2H)-yl)acetamide trifluoroacetate